FC(OC1=NC=C(C(=C1)C1=CC=2N(C=C1)N=C(C2)NC2=NC(=NC(=C2)C)C)OC[C@@H]2CNCCO2)F 5-[2-(difluoromethoxy)-5-[[(2S)-morpholin-2-yl]methoxy]-4-pyridyl]-N-(2,6-dimethylpyrimidin-4-yl)pyrazolo[1,5-a]pyridin-2-amine